[Na].CN(C(C)=O)C N,N-dimethylacetamide sodium salt